C(C1=CC=CC=C1)OC(=O)NCCCCOC[C@@H](C)NC(OC(C)(C)C)=O Tert-butyl N-[(1R)-2-[4-(benzyloxycarbonylamino)butoxy]-1-methyl-ethyl]carbamate